C1CCC12CN(CC2)C=2C=C(C=CC2C(=O)N2C=CS(C=C2)(=O)=O)NC(=O)C2CC2 N-[3-(6-azaspiro[3.4]oct-6-yl)-4-(1,1-dioxo-1,4-thiazine-4-carbonyl)phenyl]cyclopropanecarboxamide